azidoethyl-phenol N(=[N+]=[N-])CCC1=C(C=CC=C1)O